2,3-dihydro-7H-[1,4]thiazino[2,3,4-ij]quinolin-7-one S1CCN2C=CC(C3=CC=CC1=C23)=O